2-(((((2R,7aS)-2-fluorotetrahydro-1H-pyrrolizin-7a(5H)-yl)methoxy)-7-(5,6,7,8-tetrahydronaphthalen-1-yl)quinazolin-4-yl)piperazin-2-yl)acetonitrile F[C@@H]1C[C@@]2(CCCN2C1)COC1=NC2=CC(=CC=C2C(=N1)N1C(CNCC1)CC#N)C1=CC=CC=2CCCCC12